N-((3S,4S)-3-((6-(2,6-dichloro-3,5-dimethoxyphenyl)-8-(2-(isopropylamino)ethyl)pyrido[3,4-d]pyrimidin-2-yl)amino)tetrahydro-2H-pyran-4-yl)acrylamide ClC1=C(C(=C(C=C1OC)OC)Cl)C1=CC2=C(N=C(N=C2)N[C@@H]2COCC[C@@H]2NC(C=C)=O)C(=N1)CCNC(C)C